C(C)N(CCN1CCNCC1)CC (2-(diethylamino)ethyl)piperazine